C(C1=CC=CC=C1)N[C@@H](C)C(=O)O N-(benzyl)alanine